N-((3s,4s)-3-fluoropiperidin-4-yl)-2,2-dimethyl-3-((3-(trifluoromethyl)pyridin-2-yl)oxy)propanamide F[C@H]1CNCC[C@@H]1NC(C(COC1=NC=CC=C1C(F)(F)F)(C)C)=O